stearyl 3,4,5-trihydroxybenzoate OC=1C=C(C(=O)OCCCCCCCCCCCCCCCCCC)C=C(C1O)O